N1CCC(CC1)C1=CC=NC=C1C#N 4-piperidin-4-ylnicotinonitrile